cyclohexyl-peroxydicarbonate C1(CCCCC1)OC(=O)OOC(=O)[O-]